C1(=CC=CC=C1)[C@@H](CC1=CC=CC=C1)\N=C(\C1=CC=C(C=C1)C(F)(F)F)/C#N (R,Z)-N-(1,2-diphenylethyl)-4-(trifluoromethyl)benzimidoyl cyanide